O=C1C(=C(N=C(N1)[N+]1=CC=CC=C1)C1CCC(CC1)C1=CC=CC=C1)CC1=CC(=CC=C1)C(F)(F)F 1-(6-oxo-4-((1r,4r)-4-phenylcyclohexyl)-5-(3-(trifluoromethyl)benzyl)-1,6-dihydropyrimidin-2-yl)pyridin-1-ium